O.[Cd] cadmium water